N-(3-fluorophenyl)-3-piperidin-4-yl-benzamide FC=1C=C(C=CC1)NC(C1=CC(=CC=C1)C1CCNCC1)=O